COC1=C(C(=O)O)C=C(C=C1)N1N=CC=CC1=O methoxy-5-(6-oxopyridazin-1(6H)-yl)benzoic acid